C(C)(C)(C)OC(=O)N1C(=CC2=CC=CC=C12)C Methyl-1H-indole-1-carboxylic acid tert-butyl ester